PerChloroEthylene ClC(=C(Cl)Cl)Cl